CCCCCCCCCCCCCCCC(=O)OC[C@H](COP(=O)(O)O[C@H]1[C@@H]([C@H]([C@@H]([C@H]([C@H]1O)OP(=O)(O)O)O)O)O)OC(=O)CCCCCCCCCCCCCCC The molecule is a 1-phosphatidyl-1D-myo-inositol 3-phosphate in which both phosphatidyl acyl groups are specified as palmitoyl (hexadecanoyl). It is a 1-phosphatidyl-1D-myo-inositol 3-phosphate and a 1,2-dipalmitoylglycero-3-phospho-(1'-D-myo-inositol-3'-phosphate). It derives from a hexadecanoic acid.